ClC=1C(=C(C(=C(C1)[C@@H]1[C@@H](O[C@]([C@H]1C)(C(F)(F)F)C)C(=O)NC1=CC(=NC=C1)C(=O)N)OC)F)F 4-[[(2R,3R,4S,5R)-3-(5-Chloro-3,4-difluoro-2-methoxyphenyl)-4,5-dimethyl-5-(trifluoromethyl)tetrahydrofuran-2-carbonyl]amino]pyridin-2-carboxamid